N1=CC=C(C=C1)C=1C=C2C=CNC2=CC1 5-(pyridin-4-yl)-1H-indole